1-((4,4-difluorocyclohexyl)methyl)-4-(difluoromethyl)-3-methyl-N-(3-sulfamoylphenyl)-1H-pyrazole-5-carboxamide FC1(CCC(CC1)CN1N=C(C(=C1C(=O)NC1=CC(=CC=C1)S(N)(=O)=O)C(F)F)C)F